trans-4-((3-(1-Cyclopropyl-1H-pyrazol-4-yl)phenyl)((trans-4-(4-methoxy-3-methylphenyl)cyclohexyl)methyl)carbamoyl)cyclohexyl 3-(hydroxymethyl)-azetidine-1-carboxylate OCC1CN(C1)C(=O)O[C@@H]1CC[C@H](CC1)C(N(C[C@@H]1CC[C@H](CC1)C1=CC(=C(C=C1)OC)C)C1=CC(=CC=C1)C=1C=NN(C1)C1CC1)=O